8-methyl-1-(1-phenyl-1H-indol-6-yl)-1,4-dihydrofuro[3',4':4,5]thieno[2,3-b]pyrazine-2,3,6(8H)-trione CC1OC(C2=C1C1=C(NC(C(N1C1=CC=C3C=CN(C3=C1)C1=CC=CC=C1)=O)=O)S2)=O